C(=O)(C=C)N1C(C(CC1=O)S(=O)(=O)O)=O N-acryl-sulfosuccinimide